BrCCC1CC(C(C1O)S)C(C)C 5-(2-bromoethyl)-3-isopropyl-2-mercaptocyclopentane-1-ol